N-[2-cyano-3-(1-methyl-1H-indazol-4-yl)phenyl]-4,5,6,7-tetrahydro[1,3]thiazolo[5,4-c]pyridine-2-carboxamide C(#N)C1=C(C=CC=C1C1=C2C=NN(C2=CC=C1)C)NC(=O)C=1SC=2CNCCC2N1